3-(4-methoxyphenyl)-2-phenylpropan COC1=CC=C(C=C1)CC(C)C1=CC=CC=C1